2-(hydroxymethyl)-7,8-dihydro-5H-1,6-naphthyridine-6-carboxylic acid tert-butyl ester C(C)(C)(C)OC(=O)N1CC=2C=CC(=NC2CC1)CO